FC([C@@H](OC)C1=C2C(=NC=C1N)SC(=N2)C)F (S)-7-(2,2-difluoro-1-methoxyethyl)-2-methylthiazolo[5,4-b]pyridin-6-amine